BrC=1C=NC(=NC1)C(C)(O)C1CC1 1-(5-bromopyrimidin-2-yl)-1-cyclopropylethanol